BrC=1C=C(C=NC1)C(=O)N1CCCC2=CC=CC=C12 (5-bromopyridin-3-yl)(3,4-dihydroquinolin-1(2H)-yl)-methanone